C1(CC1)C(=O)N cyclopropane-1-amide